N1CC(C1)C(=O)NC=1C=C(C=CC1F)CS(=O)(=O)N1C(C[C@@H](CC1)NC=1C=C(C=CC1)C1=C(C(=C(S1)C(=O)O)OCC(=O)O)Cl)(C)C 5-[3-[[(4R)-1-[[3-(azetidine-3-carbonylamino)-4-fluoro-phenyl]methylsulfonyl]-2,2-dimethyl-4-piperidyl]amino]phenyl]-3-(carboxymethoxy)-4-chloro-thiophene-2-carboxylic acid